3,5-dihydroxy-4-iodobenzoic acid OC=1C=C(C(=O)O)C=C(C1I)O